FC(C=1C=CC2=C(NC(=N2)CN2CCN(CC2)C(=O)OC(C)(C)C)C1)(F)F tert-Butyl 4-((6-(trifluoromethyl)-1H-benzo[d]imidazol-2-yl)methyl)piperazine-1-carboxylate